tert-butyl N-[[3-[2-[(2S)-2-methylazetidin-1-yl]-6,7-dihydro-5H-cyclopenta[d]pyrimidin-4-yl]phenyl]methyl]carbamate C[C@@H]1N(CC1)C=1N=C(C2=C(N1)CCC2)C=2C=C(C=CC2)CNC(OC(C)(C)C)=O